(7S,8aS)-7-((E)-3-(3,4-difluorophenyl)allyl)-6-oxohexahydropyrrolo[1,2-a]pyrazine-2(1H)-carboxylic acid tert-butyl ester C(C)(C)(C)OC(=O)N1C[C@H]2N(CC1)C([C@H](C2)C\C=C\C2=CC(=C(C=C2)F)F)=O